1-(2-fluoro-5-(methylsulfonyl)benzoyl)-D-prolinamide FC1=C(C(=O)N2[C@H](CCC2)C(=O)N)C=C(C=C1)S(=O)(=O)C